(6S)-5-[(2S)-2-amino-2-(1-methylcyclopropyl)acetyl]-5-azaspiro[2.4]heptane-6-carboxylic acid N[C@H](C(=O)N1CC2(CC2)C[C@H]1C(=O)O)C1(CC1)C